N1=CC=C2N1C=C(C=N2)O pyrazolo[1,5-a]pyrimidine-6-ol